5-[2-(cyclopropylmethylamino)-5-methylsulfonylphenyl]-3-(dimethylamino)-1-methylpyridin-2-one C1(CC1)CNC1=C(C=C(C=C1)S(=O)(=O)C)C=1C=C(C(N(C1)C)=O)N(C)C